(E)-N-((4-fluoro-3-methylbenzyl)(methyl)-λ4-sulfanylidene)-4-nitrobenzenesulfonamide FC1=C(C=C(C\S(=N\S(=O)(=O)C2=CC=C(C=C2)[N+](=O)[O-])\C)C=C1)C